C(C1=CC=CC=C1)OC1=C(C=CC=C1)C1=CC=2C(=NC=CC2Cl)N1 2-(Benzyloxyphenyl)-4-chloro-1H-pyrrolo[2,3-b]pyridine